sec-octyl iodide C(C)(CCCCCC)I